5-bromo-deoxyuridine BrC=1C(NC(N([C@H]2C[C@H](O)[C@@H](CO)O2)C1)=O)=O